[1-[(R)-[(1R,2R)-2-[(5-chloro-2,2-dimethyl-chroman-4-yl)carbamoyl]cyclopropyl]-(3-pyridyl)methyl]-4,4-dimethyl-6-oxo-hexahydropyrimidin-2-ylidene]ammonium ClC1=C2C(CC(OC2=CC=C1)(C)C)NC(=O)[C@H]1[C@@H](C1)[C@@H](N1C(NC(CC1=O)(C)C)=[NH2+])C=1C=NC=CC1